Racemic-methyl 2,3-dibromopropanoate Br[C@H](C(=O)OC)CBr |r|